OC1CC2=CC([C@H]3[C@@H]4CC([C@H]([C@@H](CC[C@@H](CC)C(C)C)C)[C@]4(CC[C@@H]3[C@]2(CC1)C)C)O)O 3,7,16-trihydroxystigmast-5-ene